dihydroβ-carboline magnesium [Mg].C1NC=CC=2C3=CC=CC=C3NC12